C(#N)C=1C=C(C=CC1)C1=NN(C(C2=C1N=CN2)=O)CC(=O)O 2-(7-(3-cyanophenyl)-4-oxo-3,4-dihydro-5H-imidazo[4,5-d]pyridazin-5-yl)acetic acid